C(C(C)C)NC=1C2=C(N=C(N1)NC1=CC=C(C=3CCOC31)C(=O)N3CCOCC3)NC=C2C#N 4-(isobutyl-amino)-2-((4-(morpholine-4-carbonyl)-2,3-dihydrobenzo-furan-7-yl)amino)-7H-pyrrolo[2,3-d]pyrimidine-5-carbonitrile